FC=1C=CC2=C(CCO2)C1CNC1=NC=C(C=2N1C=NN2)C=2C=1N(C(=CC2)N2CCOCC2)C(=CN1)C#N 8-(5-(((5-fluoro-2,3-dihydrobenzofuran-4-yl)methyl)amino)-[1,2,4]triazolo[4,3-c]pyrimidin-8-yl)-5-morpholinoimidazo[1,2-a]pyridine-3-carbonitrile